C(OCC)(OC(C)CC(C)N(C(C1=CC=CC=C1)=O)C)=O Ethyl (4-(N-methylbenzamido) pent-2-yl) carbonate